FC=1C(=NC=C(C1)C(F)(F)F)C(C)=O 1-(3-fluoro-5-(trifluoromethyl)pyridin-2-yl)ethan-1-one